methyl (S)-2-(6-fluorobenzo[d]oxazol-2-yl)-6-methoxy-5-((6-methoxypyridin-3-yl)methoxy)-1,2,3,4-tetrahydroisoquinoline-3-carboxylate FC1=CC2=C(N=C(O2)N2CC3=CC=C(C(=C3C[C@H]2C(=O)OC)OCC=2C=NC(=CC2)OC)OC)C=C1